COC1=C(N)C=CC(=C1)OC=1C=NN(C1)C 2-methoxy-4-((1-methyl-1H-pyrazol-4-yl)oxy)aniline